5-(4-(2-oxopiperidin-1-yl)phenyl)-1H-pyrazol O=C1N(CCCC1)C1=CC=C(C=C1)C1=CC=NN1